C(=C)[Si](O[Si](C)(C)C)(C)C=C divinyl-tetramethyl-Disiloxane